C(C)N(CC)CC=1C=CC(=NC1)/C=C/C1=NN(C2=CC(=CC=C12)SC1=C(C(=O)NCC)C=C(C=C1)F)C1OCCCC1 2-[3-[(trans)-2-[5-(diethylaminomethyl)-2-pyridyl]Vinyl]-1-tetrahydropyran-2-ylindazol-6-yl]sulfanyl-N-ethyl-5-fluorobenzamide